Cl.C(C)(C)N1CC2=CC(=CC=C2CC1)N(C1=CC=C(C#N)C=C1)C 4-((2-isopropyl-1,2,3,4-tetrahydroisoquinolin-7-yl)(methyl)amino)benzonitrile hydrochloride